Cl.O1C(NCC12CNCCC2)=O 1-oxa-3,7-diazaspiro[4.5]decan-2-one hydrochloride